COC=1C=C2C=CC=CC2=CC1 6-methoxy-naphthalene